C(#CCOCCOCCOCCOCCOCC#CC1=C2CN(C(C2=CC=C1)=O)C1C(N(C(CC1)=O)C(=O)OC(C)(C)C)=O)C1=C2CN(C(C2=CC=C1)=O)C1C(N(C(CC1)=O)C(=O)OC(C)(C)C)=O Di-tert-butyl 3,3'-((4,7,10,13,16-pentaoxanonadeca-1,18-diyne-1,19-diyl)bis(1-oxoisoindoline-4,2-diyl))bis(2,6-dioxopiperidine-1-carboxylate)